(S)-1-tert-butyl 2-methyl 4-methylenepyrrolidine-1,2-dicarboxylate C=C1C[C@H](N(C1)C(=O)OC(C)(C)C)C(=O)OC